5-[4-(ethylamino)piperidin-1-yl]-3-fluoro-N-[8-fluoro-2-methylimidazo[1,2-a]pyridin-6-yl]thiophene-2-carboxamide C(C)NC1CCN(CC1)C1=CC(=C(S1)C(=O)NC=1C=C(C=2N(C1)C=C(N2)C)F)F